[3-[4-hydroxy-5-methyl-2-(2-phenylethyl)pyrazol-3-yl]-1H-1,2,4-triazol-5-yl]-6-methyl-imidazo[1,5-a]pyrazine-3-carboxamide OC1=C(N(N=C1C)CCC1=CC=CC=C1)C1=NNC(=N1)C=1N=C(N2C1C=NC(=C2)C)C(=O)N